2-Methyl-N-(3-(2-oxopropyl)-1,2,4-thiadiazol-5-yl)-5-(3-(trifluoromethoxy)phenyl)furan-4-d-3-carboxamide CC=1OC(=C(C1C(=O)NC1=NC(=NS1)CC(C)=O)[2H])C1=CC(=CC=C1)OC(F)(F)F